C(C)(C)(C)OC(=O)N1CC(C1)COC1=NC=2N(C(=C1)N(CC1=CC=C(C=C1)C1=NC=CC=C1)C(=O)OC(C)(C)C)N=CC2C2CC2 3-(((7-((tert-Butoxycarbonyl)(4-(pyridin-2-yl)benzyl)amino)-3-cyclopropylpyrazolo[1,5-a]pyrimidin-5-yl)oxy)methyl)azetidine-1-carboxylic acid tert-butyl ester